N-(5-hydroxyadamantan-2-yl)-2-(6-(naphthalen-2-yl)-1,1-dioxido-1,2,6-thiadiazinane-2-yl)acetamide OC12CC3C(C(CC(C1)C3)C2)NC(CN2S(N(CCC2)C2=CC3=CC=CC=C3C=C2)(=O)=O)=O